3-((5-methoxy-4-(3-methyl-4-phenylpiperazin-1-yl)pyrimidin-2-yl)amino)benzenesulfonamide COC=1C(=NC(=NC1)NC=1C=C(C=CC1)S(=O)(=O)N)N1CC(N(CC1)C1=CC=CC=C1)C